N-(2-(4-(benzyloxy)-5-methyl-1H-indol-3-yl)ethyl)-N-methylpropan-2-amine C(C1=CC=CC=C1)OC1=C2C(=CNC2=CC=C1C)CCN(C(C)C)C